ClC=1C(=C(C#N)C=C(C1)C(C)(C)C1=CC=C(C=C1)OCC1=NC(=NC=C1)Cl)OCC 3-Chloro-5-(2-(4-((2-chloropyrimidin-4-yl)methoxy)phenyl)prop-2-yl)-2-ethoxybenzonitrile